CC1(C(NC1)C#CC=1C=NC=CC1C1=C(C=2C(NCCC2N1)=O)NC1=C(C(=CC=C1)F)OC)C 2-{3-[2-(3,3-dimethylazetidin-2-yl)ethynyl]pyridin-4-yl}-3-[(3-fluoro-2-methoxyphenyl)amino]-1H,5H,6H,7H-pyrrolo[3,2-c]pyridin-4-one